N1=CC(=CC=C1)NC(=O)N[C@@H]1C[C@H](C2=CC(=C3C=C(N=CC3=C21)C2CC2)S(NCC(C)C)(=O)=O)NC(NC=2C=NC=CC2)=O |r| 1-pyridin-3-yl-3-[trans-(7RS,9RS)-3-cyclopropyl-5-(2-methylpropylsulfamoyl)-7-(pyridin-3-ylcarbamoylamino)-8,9-dihydro-7H-cyclopenta[H]isoquinolin-9-yl]urea